CN(CCCN=C=NC1CCCCC1)C 1-(3-dimethylaminopropyl)-3-cyclohexylcarbodiimide